8-cyclopropyl-2-(methylthio)pyrido[2,3-d]pyrimidin-7(8H)-one C1(CC1)N1C(C=CC2=C1N=C(N=C2)SC)=O